ClC1=CC=C(C(=N1)C(=O)O)N[C@H](C)C1=C2N=C(C(=NC2=CC(=C1)C)C#N)N1[C@@H](COCC1)C 6-chloro-3-(((R)-1-(2-cyano-7-methyl-3-((R)-3-methylmorpholino)quinoxalin-5-yl)ethyl)amino)picolinic acid